N[C@H](C(CCOCC(=O)OCC)(C)C)C(=O)N1[C@@H](C[C@H](C1)O)C(NCC1=CC=C(C=C1)C#C)=O Ethyl 2-(((R)-4-amino-5-((2S,4R)-2-((4-ethynylbenzyl)carbamoyl)-4-hydroxypyrrolidin-1-yl)-3,3-dimethyl-5-oxopentyl)oxy)acetate